N-(3,5-difluorobenzyl)-2-(2-oxo-2,3-dihydro-1H-pyrido[2,3-b][1,4]thiazin-3-yl)acetamide FC=1C=C(CNC(CC2C(NC3=C(S2)N=CC=C3)=O)=O)C=C(C1)F